COC1=CC=C(COC2=CC=C(C=N2)C2=NC(=C(C=C2C)N)C2=CC=CC=C2)C=C1 6'-((4-methoxybenzyl)oxy)-3-methyl-6-phenyl-[2,3'-bipyridyl]-5-amine